2-(4-(5-chloro-2-(4-chloro-1H-1,2,3-Triazol-1-yl)phenyl)-5-methoxy-2-oxopyridin-1(2H)-yl)-N-(4-(dimethylphosphoryl)-3-Fluorophenyl)-3-phenylpropanamide ClC=1C=CC(=C(C1)C1=CC(N(C=C1OC)C(C(=O)NC1=CC(=C(C=C1)P(=O)(C)C)F)CC1=CC=CC=C1)=O)N1N=NC(=C1)Cl